((2R,3S,4R,5R)-5-(8-cyano-2,3,5,6-tetraazaaceanthrylen-2(6H)-yl)-3,4-dihydroxytetrahydrofuran-2-yl)methyl hydrogen triphosphate O(P(O)(=O)OP(=O)([O-])OP(=O)([O-])[O-])C[C@H]1O[C@H]([C@@H]([C@@H]1O)O)N1C=C2C3=CC=C(C=C3NC=3N=CN=C1C23)C#N